COC1=CC=C(C=C1)NC1=NC(=NC(=C1)C1=CC=CC=C1)C1CCNCC1 N-(4-methoxyphenyl)-6-phenyl-2-(4-piperidinyl)pyrimidin-4-amine